COC=1C(=CC2=C(N=CO2)C1)OC 5,6-dimethoxybenzo[d]oxazole